(p-tolyl)magnesium bromide C1(=CC=C(C=C1)[Mg]Br)C